ClC1=CC=C(C=C1)C=1NC=C(N1)C(=O)C1=CC(=C(C(=C1)OC)OC)OC (2-(4-chlorophenyl)-1H-imidazol-4-yl)(3,4,5-trimethoxyphenyl)methanone